CN(CCNC(CCC1CCN(CC1)C1=NN=CC=2C1=NN(C2)C2=CC=C(C=C2)C)=O)C N-(2-(dimethylamino)ethyl)-3-(1-(2-(p-tolyl)-2H-pyrazolo[3,4-d]pyridazin-7-yl)piperidin-4-yl)propanamide